CC1(N(CCC1)CC(=O)NC=1C=C(C(=NC1)C)NC(=O)C=1C=NN2C1SC(=C2)C=2C=NC(=CC2)F)C N-(5-(2-(2,2-dimethylpyrrolidin-1-yl)acetamido)-2-methylpyridin-3-yl)-2-(6-fluoropyridin-3-yl)pyrazolo[5,1-b]thiazole-7-carboxamide